2-[[2-[2-[tert-butyl(dimethyl)silyl]oxyethyl]-5-ethoxy-4-iodo-pyrazol-3-yl]methyl-methyl-amino]ethanol [Si](C)(C)(C(C)(C)C)OCCN1N=C(C(=C1CN(CCO)C)I)OCC